2,2',4-tri(2-chlorophenyl)-5-(3,4-Dimethoxyphenyl)-4',5'-Diphenyl-1,1'-Biimidazol ClC1=C(C=CC=C1)C=1N(C(=C(N1)C1=C(C=CC=C1)Cl)C1=CC(=C(C=C1)OC)OC)N1C(=NC(=C1C1=CC=CC=C1)C1=CC=CC=C1)C1=C(C=CC=C1)Cl